CN1CC=C(C=C1)\C=C\C1=CC(=C(C(=C1)OCCCCCCCCCC)OCCCCCCCCCC)OCCCCCCCCCC (E)-1-methyl-4-(3,4,5-tri(decyloxy)styryl)pyridine